CC(CCN1CCC2(CN(C(CO2)=O)CC)CC1)(C)C 9-(3,3-Dimethylbutyl)-4-ethyl-1-oxa-4,9-diazaspiro[5.5]undecan-3-on